O=C1N(C(C2=CC=CC=C12)=O)CCCCCP(OC(C)(C)C)(=O)C\C=C\B1OC(C(O1)(C)C)(C)C (E)-tert-butyl (5-(1,3-dioxoisoindolin-2-yl)pentyl)(3-(4,4,5,5-tetramethyl-1,3,2-dioxaborolan-2-yl)allyl)phosphinate